2-(2-fluorophenyl)-4,6-diphenyl-(1,3,5)triazine FC1=C(C=CC=C1)C1=NC(=NC(=N1)C1=CC=CC=C1)C1=CC=CC=C1